(S)-2-(1-Isopropyl-3-methyl-4-oxo-1,4-dihydro-5H-pyrazolo[3,4-d]pyridazin-5-yl)-N-(1-(p-tolyl)ethyl)acetamid C(C)(C)N1N=C(C2=C1C=NN(C2=O)CC(=O)N[C@@H](C)C2=CC=C(C=C2)C)C